tert-butyl N-(6-sulfanyl-2-pyridyl)carbamate SC1=CC=CC(=N1)NC(OC(C)(C)C)=O